C(CCC)C1=NN(N=C1)C(CC(=O)C1=CC=CC=C1)C1=CC=CC=C1 3-(4-butyl-2H-1,2,3-triazol-2-yl)-1,3-diphenylpropan-1-one